BrC1=CC(=C(C(=O)O)C=C1)NC1=CC(=C(C=C1)NC(=O)OC(C)(C)C)F 4-bromo-2-((4-((tert-butoxycarbonyl)amino)-3-fluorophenyl)amino)benzoic acid